COC1=CC(=C(C=C1)C1=C(C=CC=C1)NC(C1=NC=CC=C1)=O)[Se]C1=CC=CC=C1 N-(4'-methoxy-2'-(phenylselanyl)-[1,1'-biphenyl]-2-yl)picolinamide